COC(=O)C1=C2N3CCC[C@H]3CCCCCC(C3=NN=C(C(C(=C1)N)=N2)O3)(C(F)(F)F)O.NC3=C(OC2=CC=C(C=C2)OC2=C(C=CC=C2)N)C=CC=C3 1,4-bis(aminophenoxy)benzene Methyl-(12R)-20-amino-6-hydroxy-6-(trifluoromethyl)-22-oxa-3,4,16,21-tetraazatetracyclo[15.3.1.12,5.012,16]docosa-1(21),2,4,17,19-pentaene-18-carboxylate